O.Cl.C(C)(C)(C)NC(=O)C1CCN(CC1)C1CC2CCC(C1)N2C2=NC(=NO2)C(F)(F)F N-tert-butyl-1-{8-[3-(trifluoromethyl)-1,2,4-oxadiazol-5-yl]-8-azabicyclo[3.2.1]octan-3-yl}piperidine-4-carboxamide monohydrochloride monohydrate